6-chloro-8-[(1S,2S)-2-(2,3,5-trifluorophenyl)cyclopropyl]imidazo[1,2-b]pyridazine ClC=1C=C(C=2N(N1)C=CN2)[C@@H]2[C@H](C2)C2=C(C(=CC(=C2)F)F)F